C1[C@@H]2[C@H]1CN1CC3(C[C@@]21C(=O)OC)CC3 methyl (1a'S,6a'S,6b'R)-tetrahydro-4'H-spiro[cyclopropane-1,5'-cyclopropa[a]pyrrolizine]-6a'(6'H)-carboxylate